FC1=C2CC=CC3(C2=CC=C1)CC(CCC3)=O 5'-fluoro-4'H-spiro[cyclohexane-1,1'-naphthalene]-3-one